C(CC)SC=1NC2=NC=NC(=C2N1)N 8-(propylthio)-9H-purin-6-amine